5-amino-2-(2-hydroxyethyl)isoindolin-1-one NC=1C=C2CN(C(C2=CC1)=O)CCO